3,6,9-trioxadodecanoic acid (1R,2S,5R)-3-menthyl ester [C@@H]1(CC(C(CC1)C(C)C)OC(COCCOCCOCCC)=O)C